5-bromo-7-(piperidin-4-yl)-7H-pyrrolo[2,3-d]pyrimidin-4-amine hydrochloride Cl.BrC1=CN(C=2N=CN=C(C21)N)C2CCNCC2